3-(6-nitropyridin-3-yl)-3,9-diazabicyclo[3.3.1]nonane-9-carboxylic acid tert-butyl ester C(C)(C)(C)OC(=O)N1C2CN(CC1CCC2)C=2C=NC(=CC2)[N+](=O)[O-]